3-(((5s,7s)-7-fluoro-5-phenyl-6,7-dihydro-5H-pyrrolo[1,2-b][1,2,4]triazol-2-yl)thio)cyclobutanol F[C@H]1C[C@H](N2N=C(N=C21)SC2CC(C2)O)C2=CC=CC=C2